C(CCCC)NC(=O)C=1C(NC=CC1)=S N-pentyl-2-thioxo-1,2-dihydropyridine-3-carboxamide